C(CCCCCCCCCCCCCCC)C1=C(SC=C1)C1=CC2=C(S1)C=C(S2)C=2SC=CC2CCCCCCCCCCCCCCCC 2,5-bis(3-hexadecylthiophen-2-yl)thieno[3,2-b]thiophene